6-(1-methylpropyl)-quinoline CC(CC)C=1C=C2C=CC=NC2=CC1